ClC1=CC=2C3=C(C(=NC2C(=C1C1=C2C=NNC2=CC(=C1C)C)F)OC[C@H]1N(CCC1)C)C=NN3[C@@H]3C[C@H](N(CC3)CC(C)F)CC#N 2-((2s,4s)-4-(8-chloro-7-(5,6-dimethyl-1H-indazol-4-yl)-6-fluoro-4-(((S)-1-methylpyrrolidin-2-yl)methoxy)-1H-pyrazolo[4,3-c]quinolin-1-yl)-1-(2-fluoropropyl)piperidin-2-yl)acetonitrile